C(C1=CC=CC=C1)OC(=O)N1C(N2C(C3=C(CC4=C2C=CC=C4)C=CC=C3)C1)N N-benzyloxycarbonyl-3-amino-9,13b-dihydro-1H-dibenzo[c,f]imidazo[1,5-a]azepine